2-[1-[2-[1-(4-Cyano-3-methoxy-phenyl)pyrazol-4-yl]-6-methyl-4-oxo-chromen-8-yl]ethylamino]benzoic acid C(#N)C1=C(C=C(C=C1)N1N=CC(=C1)C=1OC2=C(C=C(C=C2C(C1)=O)C)C(C)NC1=C(C(=O)O)C=CC=C1)OC